6'-((5S)-1-(4-amino-1,3-dihydrofurano[3,4-c][1,7]naphthyridine-8-yl)-5-methylpiperidin-2-yl)-8'-fluoro-1'-methyl-1',4'-dihydro-2'H-spiro[cyclopropane-1,3'-quinoline]-2'-one NC1=NC=2C=NC(=CC2C2=C1COC2)N2C(CC[C@@H](C2)C)C=2C=C1CC3(C(N(C1=C(C2)F)C)=O)CC3